CCCCCCCC(CC)C#N Decane-8-carbonitrile